COC=1C=2N(C=CC1COC)N=CC2[N+](=O)[O-] 4-Methoxy-5-(methoxymethyl)-3-nitropyrazolo[1,5-a]pyridine